Ethyl 4-(3-((1H-pyrazol-3-yl)methyl)ureido)benzoate N1N=C(C=C1)CNC(NC1=CC=C(C(=O)OCC)C=C1)=O